(R)-4-(3-fluoropyrrolidin-1-yl)-N2,N2,N6,N6-tetrakis(2-methoxyethyl)-8-(4-methoxypiperidin-1-yl)pyrimido[5,4-d]pyrimidine-2,6-diamine F[C@H]1CN(CC1)C=1C2=C(N=C(N1)N(CCOC)CCOC)C(=NC(=N2)N(CCOC)CCOC)N2CCC(CC2)OC